N-(1-(2-Fluoroquinolin-5-yl)cyclopropyl)-2-methyl-5-((1-methylazetidin-2-yl)methoxy)benzamide FC1=NC2=CC=CC(=C2C=C1)C1(CC1)NC(C1=C(C=CC(=C1)OCC1N(CC1)C)C)=O